FC(C=1N=CC2=C(N1)C=CC=N2)(F)F 2-(trifluoromethyl)pyrido[3,2-d]pyrimidin